((2R,3S,4R,5R)-5-(4-acetamido-2-carbonylpyrimidin-1(2H)-yl)-3,4-dihydroxytetrahydrofuran-2-yl)methyltriphosphate sodium salt [Na+].C(C)(=O)NC1=NC(N(C=C1)[C@H]1[C@@H]([C@@H]([C@H](O1)COP([O-])(=O)OP(=O)([O-])OP(=O)([O-])[O-])O)O)=C=O.[Na+].[Na+].[Na+]